(15R)-23-amino-8-methoxy-6,21-bis(trifluoromethyl)-26-oxa-3,4,19,24-tetraazapentacyclo[18.3.1.12,5.17,11.015,19]Hexacosan-1(24),2,4,7(25),8,10,20,22-octaen-6-ol NC1=CC(=C2N3CCC[C@H]3CCCC3=CC=C(C(C(C4=NN=C(C1=N2)O4)(O)C(F)(F)F)=C3)OC)C(F)(F)F